4-fluoro-2-(2-methyl-1H-benzimidazol-5-yl)benzene FC1=CC(=CC=C1)C1=CC2=C(NC(=N2)C)C=C1